C(CCCCC(C)C)OC(CCC1=CC(=C(C(=C1)C(C)(C)C)O)C(C)(C)C)=O isooctyl-beta-(3,5-di-tert-butyl-4-hydroxyphenyl)-propionate